benzyl-(4-(benzyloxy)phenyl-2,3,5,6-d4)Sulfane tert-butyl-(R)-2-(hydroxymethyl)piperazine-1-carboxylate C(C)(C)(C)OC(=O)N1[C@H](CNCC1)CO.C(C1=CC=CC=C1)SC1=C(C(=C(C(=C1[2H])[2H])OCC1=CC=CC=C1)[2H])[2H]